ClC1=CC=C(C(=O)NC(C)C=2C=C3CCCN(C3=CC2)C(=O)OC(C)(C)C)C=C1 tert-butyl 6-(1-(4-chlorobenzamido)ethyl)-3,4-dihydro-quinoline-1(2H)-carboxylate